4-[[3-(2,3-difluoro-4-methoxyphenyl)imidazo[1,2-a]pyrazin-8-yl]amino]-2-methyl-N-(4-piperidylmethyl)benzamide FC1=C(C=CC(=C1F)OC)C1=CN=C2N1C=CN=C2NC2=CC(=C(C(=O)NCC1CCNCC1)C=C2)C